COC=1C=CC2=C(N(C(=N2)C=2N(C=CC2)C)CN2C(CC(C2)CCC)=O)C1 1-{[6-methoxy-2-(1-methyl-1H-pyrrol-2-yl)-1H-benzimidazol-1-yl]methyl}-4-propylpyrrolidin-2-one